C(C1=CC=CC=C1)N1N=C2C(=C(C1=O)C1=CC=C(C=C1)OC(F)F)NC(C=C2)=O 2-Benzyl-4-(4-(difluoromethoxy)phenyl)pyrido[3,2-c]pyridazine-3,6(2H,5H)-dione